ClC=1C=C2C(=NC(=NC2=C(C1C1=CC(=CC2=CC=CC=C12)O)F)N1CC2(C1)CN(CC2)C)N2C[C@@H]1CC[C@H](C2)N1C(=O)OC(C)(C)C tert-Butyl (1S,5R)-3-((R or S)-6-chloro-8-fluoro-7-(3-hydroxynaphthalen-1-yl)-2-(6-methyl-2,6-diazaspiro[3.4]octan-2-yl)quinazolin-4-yl)-3,8-diazabicyclo[3.2.1]octane-8-carboxylate